[2-chloro-3-(phenylcarbamoylamino)phenyl]boronic acid ClC1=C(C=CC=C1NC(NC1=CC=CC=C1)=O)B(O)O